(S)-1-((2-acetamidoethyl)thio)-4-methyl-1-oxopentan-2-yl (R)-3-((tert-butoxycarbonyl)amino)-2-methylpropanoate C(C)(C)(C)OC(=O)NC[C@H](C(=O)O[C@H](C(=O)SCCNC(C)=O)CC(C)C)C